[2-[(4-bromopyridin-2-yl)carbamoyl]ethyl]-3-(2-methoxy-2-oxoethyl)piperazine-1-carboxylate BrC1=CC(=NC=C1)NC(=O)CCOC(=O)N1CC(NCC1)CC(=O)OC